C(C(O)CC(=O)O)(=O)O.FC=1C=C(C=CC1OC1=C2C(=NC=C1)C=C(S2)C2=NC=C(C=C2)CNCCOC)NC(=O)C2(CC2)C(=O)NC2=CC=C(C=C2)F N-(3-fluoro-4-((2-(5-(((2-methoxyethyl)amino)methyl)pyridin-2-yl)thieno[3,2-b]pyridin-7-yl)oxy)phenyl)-N'-(4-fluorophenyl)cyclopropane-1,1-dicarboxamide malate